t-butyl peroxy-2-ethylhexanoate CCCCC(CC)C(=O)OOOC(C)(C)C